ClCC1=CC(=C(C(=C1)OCC)C1=CC=C(C=C1)F)OCC 4-(chloromethyl)-2,6-diethoxy-4'-fluoro-1,1'-biphenyl